S1C(=NC2=C1C=CC=C2)C=2N=C(SC2C(C)C)NC2=C(C(=O)O)C=C(C=N2)C(F)(F)F 2-(4-(benzo[d]thiazol-2-yl)-5-isopropylthiazol-2-ylamino)-5-(trifluoromethyl)nicotinic acid